ClC1=CC(=C(COC2=NC(=CC=C2F)OC2CCNCC2)C=C1)F 2-((4-chloro-2-fluorobenzyl)oxy)-3-fluoro-6-(piperidin-4-oxy)pyridine